6-(1-(1-(4-cyclopropylphenyl)ethyl)-4-(propan-1-yn-1-yl)-1H-indazole-7-carboxamido)spiro[3.3]heptane-2-carboxylic acid C1(CC1)C1=CC=C(C=C1)C(C)N1N=CC2=C(C=CC(=C12)C(=O)NC1CC2(CC(C2)C(=O)O)C1)C#CC